NC=1C=2N(C(=C(N1)C1=C(C#N)C=CC=C1)C1=C(N=CO1)C)N=C(N2)C(=O)N2CCC2 (8-amino-2-(azetidine-1-carbonyl)-5-(4-methyl-oxazol-5-yl)-[1,2,4]triazolo[1,5-a]pyrazin-6-yl)benzonitrile